(4-methoxybenzamidomethyl)-16-oxo-androst-5-ene-3beta-ol acetate C(C)(=O)O[C@@H]1CC2=CC[C@H]3[C@@H]4CC(C[C@@]4(CCNC(C4=CC=C(C=C4)OC)=O)CC[C@@H]3[C@]2(CC1)C)=O